O1CC(C1)CC1C(N(CC1)CC1=CC=C(C=C1)B1OC(C(O1)(C)C)(C)C)=O 3-(oxetan-3-ylmethyl)-1-(4-(4,4,5,5-tetramethyl-1,3,2-dioxaborolan-2-yl)benzyl)pyrrolidin-2-one